COC(=O)C1(CC2(CC2)C1)C1=CC(=CC=C1)Br 5-(3-bromophenyl)spiro[2.3]hexane-5-carboxylic acid methyl ester